C1(C=CC=C1)[Ti](C1=C(C(=CC=C1F)N(CCCC)NCC(CC)(C)C)F)(C1=C(C(=CC=C1F)N(CCCC)NCC(CC)(C)C)F)C1C=CC=C1 bis(cyclopentadienyl)bis[2,6-difluoro-3-(N-butyl-(2,2-dimethylbutylamino)amino)phenyl]titanium